NC1=C(C=C(C=C1)Br)NC[C@@H]1[C@H](C1)CCOC1=C(C=NN1C)C=1C=C(C(=O)OC)C=C(N1)C methyl 2-(5-(2-((1R,2S)-2-(((2-amino-5-bromophenyl)amino)methyl)cyclopropyl)ethoxy)-1-methyl-1H-pyrazol-4-yl)-6-methylisonicotinate